[Si](C)(C)(C(C)(C)C)C#CC1=CC(=C(C(=N1)C)B(O)O)C {6-[2-(tert-butyldimethylsilyl)ethynyl]-2,4-dimethylpyridin-3-yl}boronic acid